FC(C(=O)O)(F)F.C(#N)C=1C=NN2C1C(=CC(=C2)C=2C=NN(C2)C2CCN(CC2)S(=O)(=O)C2=CC=C(C=C2)NC(C=C)=O)OC N-(4-((4-(4-(3-cyano-4-methoxypyrazolo[1,5-a]pyridin-6-yl)-1H-pyrazol-1-yl)piperidin-1-yl)sulfonyl)phenyl)acryl-amide (2,2,2-trifluoroacetate)